tert-butyl (6R,7S)-7-((3-(2,6-dioxopiperidin-3-yl)-1-methyl-1H-indazol-6-yl) amino)-6-methyl-2-azaspiro[3.5]nonane-2-carboxylate O=C1NC(CCC1C1=NN(C2=CC(=CC=C12)N[C@@H]1[C@@H](CC2(CN(C2)C(=O)OC(C)(C)C)CC1)C)C)=O